(2S,3R)-3-((2-aminopyridin-4-yl)methyl)-N2-(1-methyl-1H-imidazol-2-yl)-N1-((R)-1-(3-methyl-4-fluorophenyl)propyl)-N2-methyl-4-oxoazetidine-1,2-dicarboxamide NC1=NC=CC(=C1)C[C@@H]1[C@H](N(C1=O)C(=O)N[C@H](CC)C1=CC(=C(C=C1)F)C)C(=O)N(C)C=1N(C=CN1)C